ClC1=CC=C(C(=N1)C(=O)NS(=O)(=O)C)N[C@H](C)C=1C=C(C=C2C(N(C(=NC12)N1CCC(CC1)N1N=CC(=C1C)F)C)=O)C (R)-6-chloro-3-((1-(2-(4-(4-fluoro-5-methyl-1H-pyrazol-1-yl)piperidin-1-yl)-3,6-dimethyl-4-oxo-3,4-dihydroquinazolin-8-yl)ethyl)amino)-N-(methylsulfonyl)picolinamide